OC1=CC=C(C=C1)CCO beta-p-hydroxyphenylethyl alcohol